(R)-tert-Butyl 2-(4-(2-(benzyloxy)ethyl)piperidin-1-yl)propanoate C(C1=CC=CC=C1)OCCC1CCN(CC1)[C@@H](C(=O)OC(C)(C)C)C